[Na].ClN1C(=NC(N(C1=O)Cl)=O)O 3,5-dichloro-2-hydroxy-4,6-s-triazinedione sodium salt